5,7-dimethoxy-2-(m-chlorophenyl)-flavanone COC1=C2C(CC(OC2=CC(=C1)OC)(C1=CC=CC=C1)C1=CC(=CC=C1)Cl)=O